BrC=1N=C(C(=NC1)N(C(OC(C)(C)C)=O)C(=O)OC(C)(C)C)C=1OC(=NN1)C=1SC=CC1C tert-Butyl N-[5-bromo-3-[5-(3-methyl-2-thienyl)-1,3,4-oxadiazol-2-yl]pyrazin-2-yl]-N-tert-butoxycarbonyl-carbamate